Disodium 2-methoxy-5'-inosinate COC=1N=C(C=2N=CN([C@H]3[C@H](O)[C@H](O)[C@@H](C(O)C(=O)[O-])O3)C2N1)O.[Na+].[Na+].COC=1N=C(C=2N=CN([C@H]3[C@H](O)[C@H](O)[C@@H](C(O)C(=O)[O-])O3)C2N1)O